5-(4-fluoropiperidine-1-carbonyl)-4-methyl-1H-pyrrolo[2,3-b]pyridin FC1CCN(CC1)C(=O)C=1C(=C2C(=NC1)NC=C2)C